N-(6-amino-5-methyl-3-pyridyl)-2-oxo-2-[rac-(2R,4S,5S)-2-(1,3-benzothiazol-5-yl)-4-isobutyl-5-methyl-1-piperidyl]acetamide NC1=C(C=C(C=N1)NC(C(N1[C@H](C[C@@H]([C@@H](C1)C)CC(C)C)C=1C=CC2=C(N=CS2)C1)=O)=O)C |r|